COC1=NC=CC(=C1)C1=C(C=2CCC2C=C1C)N 3-(2-methoxy-4-pyridyl)-4-methyl-bicyclo[4.2.0]octa-1(6),2,4-trien-2-amine